4-Methyl-N-[2-(2-methylpyridin-3-yl)-[1,3]thiazolo[5,4-c]pyridin-6-yl]-6-[(3S)-pyrrolidin-3-yloxy]pyridin-2-amine CC1=CC(=NC(=C1)O[C@@H]1CNCC1)NC1=CC2=C(C=N1)SC(=N2)C=2C(=NC=CC2)C